(1r,3S,5'R,7a'S)-3-hydroxy-5'-(pyrazin-2-yl)tetrahydro-3'H-spiro[cyclobutane-1,2'-pyrrolo[2,1-b]oxazol]-3'-one OC1CC2(C(N3[C@@H](O2)CC[C@@H]3C3=NC=CN=C3)=O)C1